FC(C1=NC(=NO1)C1=CC=C(C=C1)CNC(CC)=O)(F)F N-[[4-[5-(Trifluoromethyl)-1,2,4-oxadiazol-3-yl]phenyl]methyl]propanamid